CN(C1=CC=C(C=C1)CC(C)=O)C 1-(4-(dimethylamino)phenyl)propan-2-one